3-[2-[[5-[[2-(4,5-dichloro-6-oxo-pyridazin-1-yl)acetyl]amino]-2-methyl-phenyl]sulfonylamino]ethyl]benzoic acid ClC=1C=NN(C(C1Cl)=O)CC(=O)NC=1C=CC(=C(C1)S(=O)(=O)NCCC=1C=C(C(=O)O)C=CC1)C